ClC=1C(=NC(=NC1)NC1=NC(=NC=C1)C)C1=CC=C2CN(C(C2=C1)=O)[C@@H](C(=O)N[C@H](CO)C1=NC(=CC=C1)NCC)C (2R)-2-(6-{5-Chloro-2-[(2-methylpyrimidin-4-yl)amino]pyrimidin-4-yl}-1-oxo-2,3-dihydro-1H-isoindol-2-yl)-N-[(1S)-1-[6-(ethylamino)pyridin-2-yl]-2-hydroxyethyl]propanamid